(4S,4R)-4-(4-cyano-2-methoxyphenyl)-5-ethoxy-2,8-dimethyl-1,4-dihydro-1,6-naphthyridine-3-carboxylic acid acetoxymethyl ester C(C)(=O)OCOC(=O)C1=C(NC2=C(C=NC(=C2[C@@H]1C1=C(C=C(C=C1)C#N)OC)OCC)C)C